[5-methyl-6-(2,2,2-trifluoro-1,1-dimethyl-ethyl)pyrrolo[2,3-b]pyrazin-3-yl]methanol CN1C(=CC=2C1=NC(=CN2)CO)C(C(F)(F)F)(C)C